N1C(NC=C2C=CC=3C(=C12)C=CN3)=O dihydropyrroloquinazolinone